1-(4-(4-((2-fluoro-4-((2-(3-(trifluoromethyl)azetidin-1-yl)pyridin-4-yl)oxy)phenyl)amino)-7H-pyrrolo[2,3-d]pyrimidin-5-yl)piperidin-1-yl)prop-2-en-1-one FC1=C(C=CC(=C1)OC1=CC(=NC=C1)N1CC(C1)C(F)(F)F)NC=1C2=C(N=CN1)NC=C2C2CCN(CC2)C(C=C)=O